5-[2-(cyclopropylmethylamino)-5-ethylsulfonylphenyl]-1-methyl-3-(methylamino)pyridin-2-one C1(CC1)CNC1=C(C=C(C=C1)S(=O)(=O)CC)C=1C=C(C(N(C1)C)=O)NC